N1,N1-bis[(4-methoxyphenyl)methyl]-2,7-naphthyridine-1,6-diamine COC1=CC=C(C=C1)CN(C1=NC=CC2=CC(=NC=C12)N)CC1=CC=C(C=C1)OC